1-ethyl-3-(3-dimethylaminopropyl)carbonyldiimidazole C(C)N1C(N(C=C1)CCCN(C)C)C(=O)C=1NC=CN1